C(#N)C=1C=NN2C1C(=NC(=C2)C=2C=NN(C2)C)C=2C=CC(=NC2)N2C[C@@H](CCC2)NC(OC(C)(C)C)=O tert-butyl (R)-(1-(5-(3-cyano-6-(1-methyl-1H-pyrazol-4-yl)pyrazolo[1,5-a]pyrazin-4-yl)pyridin-2-yl)piperidin-3-yl)carbamate